methyl 2-chloropyridine-3-carboxylate ClC1=NC=CC=C1C(=O)OC